FC1=CC(=C(C=C1)C1=CC(=CC=C1)C=1OC2=C(N1)C=C(C=C2C(F)(F)F)C(C)(C)O)C2=NN=CN2C 2-(2-(4'-fluoro-2'-(4-methyl-4H-1,2,4-triazol-3-yl)-[1,1'-biphenyl]-3-yl)-7-(trifluoromethyl)benzo[d]oxazol-5-yl)propan-2-ol